tert-butyl ((1S,3R)-3-(6-bromo-2-(2-fluorophenoxy)-1H-imidazo[4,5-c]pyridin-1-yl)cyclohexyl)carbamate BrC1=CC2=C(C=N1)N=C(N2[C@H]2C[C@H](CCC2)NC(OC(C)(C)C)=O)OC2=C(C=CC=C2)F